2-{3-[(4-methanesulfonyl-2-methoxyphenyl)amino]prop-1-yn-1-yl}-5-methoxy-N-(oxan-4-yl)-1-(2,2,2-trifluoroethyl)-1H-indol-4-amine CS(=O)(=O)C1=CC(=C(C=C1)NCC#CC=1N(C=2C=CC(=C(C2C1)NC1CCOCC1)OC)CC(F)(F)F)OC